2-((5-(2-(1-Amino-4-methylpent-3-yl)-2,6-diazaspiro[3.4]oct-6-yl)-1,2,4-triazin-6-yl)oxy)-N-ethyl-5-fluoro-N-isopropylbenzamide NCCC(C(C)C)N1CC2(C1)CN(CC2)C=2N=CN=NC2OC2=C(C(=O)N(C(C)C)CC)C=C(C=C2)F